(3-Phenylpropyl)-4-(3-(trifluoromethyl)azetidin-1-yl)-1H-benzo[d]imidazole-1-carboxamide C1(=CC=CC=C1)CCCC1=NC2=C(N1C(=O)N)C=CC=C2N2CC(C2)C(F)(F)F